anilino-1-(difluoromethyl)-5-methyl-pyrrole-2-carbonitrile N(C1=CC=CC=C1)C1=C(N(C(=C1)C)C(F)F)C#N